4-(2-aminoethoxy)-2-(2,6-dioxopiperidin-3-yl)isoindoline-1,3-dione NCCOC1=C2C(N(C(C2=CC=C1)=O)C1C(NC(CC1)=O)=O)=O